C(#N)C=1C=C(C(=NC1N[SH4]OOCC)N1CCC2(CC2)CC1)C(=O)O 5-cyano-6-[(ethyldioxy-lambda6-thio)amino]-2-(6-azaspiro[2.5]oct-6-yl)pyridine-3-carboxylic acid